C(C=C)(=O)N1C[C@@H](N(C[C@H]1C)C=1C2=C(N(C(N1)=O)C1=C(C=CC=C1S(=O)(=O)C)CC)N=C(C(=C2)Cl)C2=C(C=CC=C2O)F)C ((2S,5R)-4-acryloyl-2,5-dimethylpiperazin-1-yl)-6-chloro-1-(2-ethyl-6-(methylsulfonyl)phenyl)-7-(2-fluoro-6-hydroxyphenyl)pyrido[2,3-d]pyrimidin-2(1H)-one